CC1NC(CC2(C1)C(NC1=CC=CC=C12)=O)C=1N=NN(C1)C 2'-methyl-6'-(1-methyltriazol-4-yl)spiro[indolin-3,4'-piperidin]-2-one